FC(C(C)(C)O)(F)C=1C(=C(C=CC1)[C@@H](C)NC=1C2=C(N=C(N1)C)C=NC(=C2)P2(CCCC2)=O)F 1-[4-({(1R)-1-[3-(1,1-difluoro-2-hydroxy-2-methylpropyl)-2-fluorophenyl]ethyl}amino)-2-methylpyrido[3,4-d]pyrimidin-6-yl]-1lambda5-phospholan-1-one